ClC1=NC(=C(C(=N1)C(=O)OCC)C1OCCO1)C1=C(C=C(C(=C1)F)F)F ethyl 2-chloro-5-(1,3-dioxolan-2-yl)-6-(2,4,5-trifluorophenyl)pyrimidine-4-carboxylate